BrC=1C=CC2=C(C(=C(O2)C(C)C)COC2=C(C=CC(=C2)OC)CC(=O)OCC)C1 ethyl 2-(2-((5-bromo-2-isopropylbenzofuran-3-yl)methoxy)-4-methoxyphenyl)acetate